C1=CC=CC2=C(C3=CC=CC=C3C(=C12)CC(C(=O)O)C(=O)O)CC(C(=O)O)C(=O)O 9,10-Anthracenediylbis(methylene)dimalonic acid